imidazole-acrylate N1C(=NC=C1)C=CC(=O)[O-]